C(CC)C(C(=O)OCOC(NCCCN(C)C)=O)CCCCCCC=CCC=CCCCCC ((((3-(dimethylamino) propyl) carbamoyl) oxy) methyl) propyloctadeca-9,12-dienoate